methyl N-methyl-N-(N-methyl-N-((R)-1-tritylaziridine-2-carbonyl)glycyl)-L-valinate CN([C@@H](C(C)C)C(=O)OC)C(CN(C(=O)C1[N@@](C1)C(C1=CC=CC=C1)(C1=CC=CC=C1)C1=CC=CC=C1)C)=O